ClC1=C(C=C(C=N1)C1=CNC=2N=CN(C(C21)=O)CC(=O)N2CC(CC2)F)C(F)(F)F 5-(6-chloro-5-(trifluoromethyl)pyridin-3-yl)-3-(2-(3-fluoropyrrolidin-1-yl)-2-oxoethyl)-3H-pyrrolo[2,3-d]pyrimidin-4(7H)-one